N-(2,4-dichlorophenyl)-2-hydroxyacetamide ClC1=C(C=CC(=C1)Cl)NC(CO)=O